2-cyclohexyl-2-(2-methyldiphenylsilylethyl)-1,3-diethoxypropane C1(CCCCC1)C(COCC)(COCC)CC[Si](C1=CC=CC=C1)(C1=CC=CC=C1)C